2-chloro-N-methylpyrimidine-5-carboxamide formate salt C(=O)O.ClC1=NC=C(C=N1)C(=O)NC